1,2-dithiepan S1SCCCCC1